Ethyl dihydroxymuconate O\C(=C(/C(=O)OCC)\O)\C=C\C(=O)[O-]